C(C)(C)(C)CC(=O)NC1=NC=CC(=C1)C1=CC(=C(C=C1)F)C(F)(F)F tert-butyl-N-(4-(4-fluoro-3-(trifluoromethyl)phenyl)pyridin-2-yl)acetamide